ClC=1C(N(C(=CC1OC([2H])([2H])C1=NC=C(C=C1F)F)C)C1=CC(=NC=C1Cl)N1N=C(C(=C1)C)C(C)(C)O)=O (R)-3,5'-dichloro-4-((3,5-difluoropyridin-2-yl)methoxy-d2)-2'-(3-(2-hydroxypropan-2-yl)-4-methyl-1H-pyrazol-1-yl)-6-methyl-2H-[1,4'-bipyridin]-2-one